5-[2-(3,5-dimethyl-1H-pyrazol-4-yl)ethyl]-3-(4-fluorophenyl)-1H-pyrazolo[1,5-a]pyrimidin-7-one CC1=NNC(=C1CCC=1N=C2N(C(C1)=O)NC=C2C2=CC=C(C=C2)F)C